BrC1=C2C(=C3C(C4=C(O3)C=CC(=C4)Br)=C1)C1=C(S2)C=CC=C1 6,9-dibromobenzo[b]benzo[4,5]thieno[2,3-g]benzofuran